4-((1R,5S)-3,8-diazabicyclo[3.2.1]octan-3-yl)-7-(4-ethyl-1H-indol-3-yl)-8-fluoro-2-(((2R,7aS)-2-fluorotetrahydro-1H-pyrrolizin-7a(5H)-yl)methoxy)pyrido[4,3-d]pyrimidine [C@H]12CN(C[C@H](CC1)N2)C=2C1=C(N=C(N2)OC[C@]23CCCN3C[C@@H](C2)F)C(=C(N=C1)C1=CNC2=CC=CC(=C12)CC)F